C(C)(C)C1=C(NC2=CC=C(C=C12)C1CCN(CC1)CC1=NN(C=N1)C)C=1C(=CC=2N(C1)N=NN2)C 6-(3-isopropyl-5-(1-((1-methyl-1H-1,2,4-triazol-3-yl)methyl)piperidin-4-yl)-1H-indol-2-yl)-7-methyltetrazolo[1,5-a]pyridine